6,7-dihydro-5H-pyrrolo[3,4-b]pyridine hydrochloride Cl.N1=C2C(=CC=C1)CNC2